C(C)(C)(C)OC(=O)N1CCC(CC1)CNC=1C=C2C(N(C(C2=CC1)=O)C1C(NC(CC1)=O)=O)=O.C1(=CC=CC=C1)C(C(=O)C1=CC=CC=C1)=O diphenyl-ethanedione tert-butyl-4-(((2-(2,6-dioxopiperidin-3-yl)-1,3-dioxoisoindolin-5-yl)amino)methyl)piperidine-1-carboxylate